NC=1[Se]C=CN1 2-aminoselenazol